5-(2-(cyclohexylmethyl)-1H-pyrrolo[2,3-b]pyridin-4-yl)-7-(3,3-dimethylbut-1-yn-1-yl)-1H-indazol-3-amine C1(CCCCC1)CC1=CC=2C(=NC=CC2C=2C=C3C(=NNC3=C(C2)C#CC(C)(C)C)N)N1